(S)-4,4-difluoro-3-methylpiperidine-1,3-dicarboxylic acid-1-(tert-butyl) ester 3-methyl ester COC(=O)[C@@]1(CN(CCC1(F)F)C(=O)OC(C)(C)C)C